1-(2,6-dichloropyridin-4-yl)-3-[2-(2-hydroxyethyl)phenyl]urea ClC1=NC(=CC(=C1)NC(=O)NC1=C(C=CC=C1)CCO)Cl